9-((R)-1-((3,5-difluorophenyl)amino)ethyl)-7-((R)-3-(dimethylamino)pyrrolidine-1-carbonyl)-2-morpholino-4H-pyrido[1,2-a]pyrimidin-4-one FC=1C=C(C=C(C1)F)N[C@H](C)C1=CC(=CN2C1=NC(=CC2=O)N2CCOCC2)C(=O)N2C[C@@H](CC2)N(C)C